C(=O)(O)C1C(C(C(C1)C(=O)O)C(=O)O)C(=O)O 1,2,3,4-tetracarboxycyclopentane